(2s,5s)-3-(4-aminophenylethyl)-2-(1-(4-bromophenyl)-4-(4-fluorophenyl)-1H-pyrazol-3-yl)-5-methyl-oxazolidin-4-one NC1=CC=C(C=C1)CCN1[C@@H](O[C@H](C1=O)C)C1=NN(C=C1C1=CC=C(C=C1)F)C1=CC=C(C=C1)Br